O1CCC(=CC1)C=1C=C(C=C(C1)[N+](=O)[O-])NC1=CC2=C(C=N1)N(C(N2[C@H]2C[C@@H](CC2)NC(OC)=O)=O)C methyl ((1R,3R)-3-(6-((3-(3,6-dihydro-2H-pyran-4-yl)-5-nitrophenyl)amino)-3-methyl-2-oxo-2,3-dihydro-1H-imidazo[4,5-c]pyridin-1-yl)cyclopentyl)carbamate